3a-Bromo-3a,4,7,7a-tetrahydro-4,7-dimethyl-2-(4-(2,3,4,6-tetra-O-acetyl-β-D-glucopyranosyloxy)phenyl)-5,6-diphenyl-4,7-methano-1H-isoindole-1,3,8(2H)-trione BrC12C(N(C(C2C2(C(=C(C1(C2=O)C)C2=CC=CC=C2)C2=CC=CC=C2)C)=O)C2=CC=C(C=C2)O[C@H]2[C@H](OC(C)=O)[C@@H](OC(C)=O)[C@H](OC(C)=O)[C@H](O2)COC(C)=O)=O